4-((2,5-dimethyl-4,5-dihydro-2H-pyrazolo[4,3-c]quinolin-6-yl)amino)-N-(methyl-d3)-6-(oxetane-3-carboxamido)nicotinamide CN1N=C2C(CN(C=3C(=CC=CC23)NC2=CC(=NC=C2C(=O)NC([2H])([2H])[2H])NC(=O)C2COC2)C)=C1